C1(=C(C(=CC=C1)S)S)S benzentrithiol